N12C=CCCC2CCN1 1,9-Diaza-bicyclo[4.3.0]nonen